3-methoxy-4-(((1R,3S)-3-methoxycyclopentyl)amino)-N-(5-(5-methyl-1H-pyrazol-1-yl)-1,3,4-thiadiazol-2-yl)-2-oxo-2H-pyran-6-carboxamide COC=1C(OC(=CC1N[C@H]1C[C@H](CC1)OC)C(=O)NC=1SC(=NN1)N1N=CC=C1C)=O